C(C1=CC=CC=C1)C=1N=NC(=C(C1C)SC)CC1=CC=CC=C1 3,6-dibenzyl-4-methyl-5-(methylthio)pyridazine